N[C@@](C(=O)O)(CCCCB(O)O)[C@H]1C[C@H](CC1)N (S)-2-amino-2-((1R,3S)-3-aminocyclopentyl)-6-boronohexanoic acid